(1S,2R,3R,5R)-3-((S)-amino(4-chlorophenyl)methyl)-5-((E)-4-hydrazineylidene-1,4-dihydro-7H-pyrrolo[2,3-d]pyrimidin-7-yl)cyclopentane-1,2-diol N[C@@H]([C@@H]1[C@H]([C@H]([C@@H](C1)N1C=CC\2=C1NC=N/C2=N/N)O)O)C2=CC=C(C=C2)Cl